CC1(N(CCOC1)C1=NC(=NC(=C1)C1=CC=CC=C1)Cl)C methyl-(3R)-4-(2-chloro-6-phenylpyrimidin-4-yl)-3-methylmorpholine